BrC1=NO[C@H](C1)C1CCN(CC1)CC1=NC=C(C=C1)C(F)(F)F (5R)-3-bromo-5-[1-[[5-(trifluoromethyl)-2-pyridyl]methyl]-4-piperidyl]-4,5-dihydroisoxazole